C1(=CC=CC=C1)C(C(O)([2H])[2H])(C[2H])[2H] 2-phenylpropan-1,1,2,3-d4-1-ol